ClC=1C=C(C=CC1F)NC(N(CC(C)C)[C@@H](C)C1=NN(C(C2=CC(=C(C=C12)F)F)=O)C)=O (S)-3-(3-chloro-4-fluorophenyl)-1-(1-(6,7-difluoro-3-methyl-4-oxo-3,4-dihydrophthalazin-1-yl)ethyl)-1-isobutylurea